C1(CC1)N1N=CC(=C1)[C@@H]1O[C@@H](C[C@@H](C1)C1=NC2=NC(=CN=C2C(=N1)C12CC(C1)(C2)C(F)(F)F)C)C 2-((2R,4S,6R)-2-(1-cyclopropyl-1H-pyrazol-4-yl)-6-methyltetrahydro-2H-pyran-4-yl)-7-methyl-4-(3-(trifluoromethyl)bicyclo[1.1.1]pentan-1-yl)pteridine